8-(3-fluoro-2-methoxy-6-methylphenyl)-9-(4-((1-(3-fluoropropyl)azetidin-3-ylidene)methyl)phenyl)-6,7-dihydro-5H-benzo[7]annulene-3-carboxylic acid FC=1C(=C(C(=CC1)C)C=1CCCC2=C(C1C1=CC=C(C=C1)C=C1CN(C1)CCCF)C=CC(=C2)C(=O)O)OC